CN1CC(C1)(C)[C@@](O)(C=1C=NC=C(C1)N1CC(CC1)C(F)(F)F)C1=CC=C(C=C1)C(C)C (R)-(1,3-dimethyl-azetidin-3-yl)-(4-isopropyl-phenyl)-[5-(3-trifluoromethyl-pyrrolidin-1-yl)-pyridin-3-yl]-methanol